2-(pyridin-4-yl)benzofuran di(pentadecan-7-yl)7,7'-((3-(1H-imidazol-1-yl)propyl)azanediyl)diheptanoate CCCCCCC(CCCCCCCC)OC(CCCCCCN(CCCCCCC(=O)OC(CCCCCC)CCCCCCCC)CCCN1C=NC=C1)=O.N1=CC=C(C=C1)C=1OC2=C(C1)C=CC=C2